5-[2-(4-amino-1-piperidyl)pyrimidin-5-yl]-3-[3-[[ethyl(methyl)sulfamoyl]amino]-2,6-difluoro-benzoyl]-1H-pyrrolo[2,3-b]pyridine hydrochloride Cl.NC1CCN(CC1)C1=NC=C(C=N1)C=1C=C2C(=NC1)NC=C2C(C2=C(C(=CC=C2F)NS(N(C)CC)(=O)=O)F)=O